N2,N4-dibutyl-N2,N4-bis(1,2,2,6,6-pentamethyl-4-piperidinyl)-6-(1-pyrrolidinyl)-[1,3,5]-triazine-2,4-diamine C(CCC)N(C1=NC(=NC(=N1)N(C1CC(N(C(C1)(C)C)C)(C)C)CCCC)N1CCCC1)C1CC(N(C(C1)(C)C)C)(C)C